[Br-].C(C)OC(=O)C=1N=C(SC1)[Zn+] (4-(ethoxycarbonyl)thiazol-2-yl)zinc (II) bromide